5-bromo-3-methoxy-1,4-dimethylpyridin-2(1H)-one BrC=1C(=C(C(N(C1)C)=O)OC)C